((S)-(2-(((3S,6S,9aS)-3-(3-(4-(azetidin-1-yl)pyridin-3-yl)azetidine-1-carbonyl)-5-oxooctahydro-1H-pyrrolo[1,2-a]azepin-6-yl)carbamoyl)benzo[b]thiophen-5-yl)fluoromethyl)phosphonic acid N1(CCC1)C1=C(C=NC=C1)C1CN(C1)C(=O)[C@@H]1CC[C@H]2N1C([C@H](CCC2)NC(=O)C2=CC1=C(S2)C=CC(=C1)[C@@H](F)P(O)(O)=O)=O